C(F)(F)(F)F.[K] potassium carbon fluoride